C(C)NCCCN ethyl-1,3-propylenediamine